C(CCC)C1=C(C(=NN1C(C)(C)C)CC(C)C)O Butyl-3-isobutyl-1-tert-butyl-4-hydroxy-pyrazol